8-[6-(1,3-difluoro-2-methylpropan-2-yl)pyridin-3-yl]-6-oxo-2H,3H,4H,6H-pyrimido[2,1-b][1,3]thiazine-7-carbonitrile FCC(CF)(C)C1=CC=C(C=N1)C=1N=C2SCCCN2C(C1C#N)=O